ClC=1C(=NC(NC1)=O)N 5-chloro-cytosine